(S)-1-(((R)-1-methylpyrrolidin-3-yl)oxy)-1-oxopropan CN1C[C@@H](CC1)OC(CC)=O